N=1CC(C=C2C1CCCCCCCCC2)=O pyridocycloUndecane-3-one